(R)-1-(2-chloropyridin-3-yl)ethyl (4-(5-((tert-butoxycarbonyl)amino)pyridin-2-yl)-1-methyl-1H-1,2,3-triazol-5-yl)carbamate C(C)(C)(C)OC(=O)NC=1C=CC(=NC1)C=1N=NN(C1NC(O[C@H](C)C=1C(=NC=CC1)Cl)=O)C